FC1=CC2=C(N(C(N=C2N2CCC(CC2)CN=C=NCCC)=O)C=2C(=NC=CC2C)C(C)C)N=C1C1=C(C=CC=C1)F 6-fluoro-7-(2-fluorophenyl)-1-(2-isopropyl-4-methylpyridin-3-yl)-4-(4-((((propylimino)methylene)amino)methyl)piperidin-1-yl)pyrido[2,3-d]pyrimidin-2(1H)-one